S1C(=NC2=C1C=CC=C2)NC2=NN=C(C=1CCCCC21)NC2=CC=CC(=N2)C(=O)OCC ethyl 6-[[4-(1,3-benzothiazol-2-ylamino)-5,6,7,8-tetrahydrophthalazin-1-yl]amino]pyridine-2-carboxylate